(1R,2S)-N-(4-(2,6-dimethoxyphenyl)-5-(5-methyl-3-pyridinyl)-4H-1,2,4-triazol-3-yl)-1-ethoxy-1-(5-methyl-2-pyrimidinyl)-2-propanesulfonamide COC1=C(C(=CC=C1)OC)N1C(=NN=C1C=1C=NC=C(C1)C)NS(=O)(=O)[C@H]([C@@H](C1=NC=C(C=N1)C)OCC)C